4-(2-Chloro-6-methylpyridin-4-yl)-1-phenylpiperazin-2-one ClC1=NC(=CC(=C1)N1CC(N(CC1)C1=CC=CC=C1)=O)C